CC1(OB(OC1(C)C)C=1C=C(C=CC1)NC(C=C)=O)C N-(3-(4,4,5,5-tetramethyl-1,3,2-dioxaborolan-2-yl)phenyl)acrylamide